(R)-N-(4-(5-amino-1-(1-(2-hydroxypropionyl)-1,2,3,6-tetrahydropyridin-4-yl)imidazo[1,5-c]pyrimidin-3-yl)benzyl)-5-fluoro-2-methoxybenzamide NC1=NC=CC=2N1C(=NC2C=2CCN(CC2)C([C@@H](C)O)=O)C2=CC=C(CNC(C1=C(C=CC(=C1)F)OC)=O)C=C2